FC=1C=C(C=CC1F)N1C(OC[C@H]1C1=NC2=C(N1[C@@H]1CC[C@H](CC1)OC)C=CC(=C2)C=2C(=NOC2C)C)=O (R)-3-(3,4-difluorophenyl)-4-(5-(3,5-dimethylisoxazol-4-yl)-1-((trans)-4-methoxycyclohexyl)-1H-benzo[d]imidazol-2-yl)oxazolidine-2-one